N,2-Dimethyl-N-[4-methyl-2-(3-pyridyl)thiazol-5-yl]-3-methylthio-propanamide CN(C(C(CSC)C)=O)C1=C(N=C(S1)C=1C=NC=CC1)C